diisopropyl 2-(4-isopropylbenzylidene)malonate C(C)(C)C1=CC=C(C=C(C(=O)OC(C)C)C(=O)OC(C)C)C=C1